FC=1C=CC(=C(C1)[C@H](C=1NC2=CC=CC=C2C1)NC(=O)C=1C=C(C=C(C1)C)C1=NC=C(C=N1)N1CCN(CC1)C(=O)OC(C)(C)C)O Tert-butyl (R)-4-(2-(3-(((5-fluoro-2-hydroxyphenyl)(1H-indole-2-yl)methyl)carbamoyl)-5-methylphenyl)pyrimidine-5-yl)piperazine-1-carboxylate